3-(4-fluorophenyl)-3-methyl-6-(pyrimidin-4-ylamino)-2,3-dihydroimidazo[1,5-a]pyridine-1,5-dione FC1=CC=C(C=C1)C1(NC(C=2N1C(C(=CC2)NC2=NC=NC=C2)=O)=O)C